6-[5-[2-[1-[2-(aminomethyl)-3,3-difluoro-allyl]-5-oxo-1,2,4-triazol-4-yl]ethyl]-2-thienyl]-1-methyl-3,4-dihydroquinolin-2-one NCC(CN1N=CN(C1=O)CCC1=CC=C(S1)C=1C=C2CCC(N(C2=CC1)C)=O)=C(F)F